(4-(benzyloxy)-3-((tert-butyldimethylsilyl)oxy)phenyl)methanol C(C1=CC=CC=C1)OC1=C(C=C(C=C1)CO)O[Si](C)(C)C(C)(C)C